FC(C(CF)(C(C(CF)F)(F)OC)F)(F)F 2-trifluoromethyl-3-methoxy-1,2,3,4,5-pentafluoropentane